(2,6-difluoro-3-hydroxyphenyl){6-[3-methyl-1-(o-tolyl)-5-pyrazolyl]-2-aza-2-spiro[3.3]heptyl}methanone FC1=C(C(=CC=C1O)F)C(=O)N1CC2(C1)CC(C2)C2=CC(=NN2C2=C(C=CC=C2)C)C